C=CC propene